C(C)N1N=CC2=C1N(C(C=1C=C(C=C(C21)C(C)NC=2C(=NC(=CC2)C)C(=O)O)C)=O)CC 3-((1-(3,4-diethyl-7-methyl-5-oxo-4,5-dihydro-3H-pyrazolo[3,4-c]isoquinolin-9-yl)ethyl)amino)-6-methylpicolinic acid